O1C(=CC=C1)\C=N\N1CCCCC1 (E)-1-(furan-2-yl)-N-(piperidin-1-yl)methanimine